6-chloro-3-[(3-ethoxyisoxazol-5-yl)-hydroxy-methylene]-5-[4-(2-hydroxy-3-methoxy-phenyl)phenyl]indolin-2-one ClC1=C(C=C2C(C(NC2=C1)=O)=C(O)C1=CC(=NO1)OCC)C1=CC=C(C=C1)C1=C(C(=CC=C1)OC)O